4-methoxy-6-nitroquinolin-2(1H)-one COC1=CC(NC2=CC=C(C=C12)[N+](=O)[O-])=O